ClC=1C=C(C=CC1)N1CCN(CC1)C1C=2N(CCC\C=C/C3=C1C=CC=C3)N=NN2 (Z)-14-(4-(3-chlorophenyl)piperazin-1-yl)-5,6,7,14-tetrahydrobenzo[d]tetrazolo[1,5-a]azecine